FC(C1=NC=CC=C1N1CCCCC1)(F)F (R)-1-(2-(trifluoromethyl)pyridin-3-yl)piperidin